N-((1r,4S)-4-(3-chloro-4-cyanophenoxy)cyclohexyl)-6-((S)-2-(hydroxymethyl)morpholino)pyridazine-3-carboxamide ClC=1C=C(OC2CCC(CC2)NC(=O)C=2N=NC(=CC2)N2C[C@H](OCC2)CO)C=CC1C#N